CN(C(O)=O)C (E)-dimethylcarbamic acid